3-[5-Chloro-3-(2-ethylpyrazol-3-yl)pyrazolo[1,5-a]pyrimidin-2-yl]benzonitrile ClC1=NC=2N(C=C1)N=C(C2C=2N(N=CC2)CC)C=2C=C(C#N)C=CC2